N1CC(C1)C1(CC1)O 1-(azetidin-3-yl)cyclopropan-1-ol